C12CN(CC(O1)C2)C2=NC=CC(=N2)NC2=CC(=NO2)C2=C(C=C(C=C2)OC)F N-(2-(6-oxa-3-azabicyclo[3.1.1]hept-3-yl)pyrimidin-4-yl)-3-(2-fluoro-4-methoxyphenyl)isoxazol-5-amine